tert-butyl 4-({4-ethoxy-2-[4-(methoxycarbonyl)-2-(methylamino)phenyl]piperidin-1-yl}methyl)-5-methoxy-7-methylindole-1-carboxylate C(C)OC1CC(N(CC1)CC1=C2C=CN(C2=C(C=C1OC)C)C(=O)OC(C)(C)C)C1=C(C=C(C=C1)C(=O)OC)NC